C(=O)O.FC1(CN(CC1)CC1=CC=C(NC=2C(=NC(=C(N2)NC)C=2C3=C(C=NC2)N(C=N3)C)C(=O)N)C=C1)F 3-[4-[(3,3-difluoropyrrolidin-1-yl)methyl]anilino]-5-(methylamino)-6-(3-methylimidazo[4,5-c]pyridin-7-yl)pyrazine-2-carboxamide formate